C(C)(C)(C)N1CCN(CC1)C1=C(C=CC(=C1)S(=O)(=O)C1=CN(C2=CC=C(C=C12)Cl)C)C tert-butyl-4-(5-((5-chloro-1-methyl-1H-indol-3-yl)sulfonyl)-2-methylphenyl)piperazine